COC1=NOC(=C1)C(=O)N[C@@H]1CCC2=CC(=CC=C12)C1=NOC(=N1)COC (R)-3-methoxy-N-(5-(5-(methoxymethyl)-1,2,4-oxadiazol-3-yl)-2,3-dihydro-1H-inden-1-yl)isoxazole-5-carboxamide